COCCC1=CC=C(CN2N=CC(=C2)C(=O)N)C=C1 1-(4-(2-methoxyethyl)benzyl)-1H-pyrazole-4-carboxamide